CN(C)CC1=C(C=CC(=N1)NC=1C=CC(=C2CNC(C12)=O)C=1C=NN2C1C=CC(=C2)F)[C@@H]2COCC2 (R)-7-((6-((dimethyl-amino)methyl)-5-(tetrahydrofuran-3-yl)pyridin-2-yl)amino)-4-(6-fluoro-pyrazolo[1,5-a]pyridin-3-yl)isoindolin-1-one